(1R,2S,3R,4R,Z)-3-amino-7-(cyclopropylmethylene)-N-(4-fluoro-3-(trifluoromethyl)phenyl)bicyclo[2.2.1]heptane-2-carboxamide N[C@H]1[C@H]([C@H]/2CC[C@@H]1\C2=C/C2CC2)C(=O)NC2=CC(=C(C=C2)F)C(F)(F)F